tert-butyl ((cis)-3-hydroxy-3-methylcyclobutyl)carbamate OC1(CC(C1)NC(OC(C)(C)C)=O)C